C(C)(C)(C)OC(=O)N1[C@](C[C@H](CC1)NC([C@@H](C(C)C)NC(=O)OC(C)(C)C)=O)(C(=O)O)CCCCB1OC(C(O1)(C)C)(C)C (2R,4S)-1-(tert-butoxycarbonyl)-4-((R)-2-((tert-butoxycarbonyl)amino)-3-methylButyrylamino)-2-(4-(4,4,5,5-tetramethyl-1,3,2-dioxaborolan-2-yl)butyl)piperidine-2-carboxylic acid